trans-ethyl 3-oxo-2-phenyl-cyclohexanecarboxylate O=C1[C@H]([C@@H](CCC1)C(=O)OCC)C1=CC=CC=C1